7-chloro-8-fluoropyrido[4,3-d]pyrimidin-2,4-diol ClC1=C(C=2N=C(N=C(C2C=N1)O)O)F